ClCC(=O)NCCCNC(CCl)=O N,N'-bis(chloroacetyl)-1,3-propylenediamine